benzo[b]indole C1=C2C3=C(NC2=CC=C1)C=CC=C3